[Br-].C(=O)(O)[NH3+] carboxyl-ammonium bromide